C(C)(C)(C)OC(=O)ON(C(OC(C)(C)C)=O)CC=1C=NC=C(C1)C#N tert-butyl ((tert-butoxycarbonyl)oxy)((5-cyanopyridin-3-yl)methyl)carbamate